D-glucopyranosyl 6-O-[2-[(2-methyl-1-oxo-2-propen-1-yl) oxy] ethyl]-α-D-glucopyranoside CC(C(=O)OCCOC[C@@H]1[C@H]([C@@H]([C@H]([C@@H](OC2[C@H](O)[C@@H](O)[C@H](O)[C@H](O2)CO)O1)O)O)O)=C